C(C)(C)OC(=O)C1(CC(C1)N[C@@H](COC1=NC(=NC(=C1)C1=C(C=CC=C1C)C)NS(=O)(=O)C=1C=C(C(=O)O)C=CC1)CC(C)(C)C)C(=O)OC(C)C 3-[[4-[(2R)-2-[[3,3-Bis(isopropoxycarbonyl)cyclobutyl]amino]-4,4-dimethyl-pentoxy]-6-(2,6-dimethylphenyl)pyrimidin-2-yl]sulfamoyl]benzoic acid